CC1=C(C=CC=C1C=1SC2=C(N1)CN(C2)C(CN(C)CC)=O)C2=C(C(=CC=C2)N2CC1C(CC2)NCC1)C 1-(2-(2,2'-dimethyl-3'-(tetrahydro-1H-pyrrolo[3,2-c]pyridin-5(6H,7H,7aH)-yl)biphenyl-3-yl)-4H-pyrrolo[3,4-d]thiazol-5(6H)-yl)-2-(ethyl(methyl)amino)ethanone